C1(CCCCC1)N1N=C(C(=C1)N1N=NC(=C1)C1=NC(=CC=C1)C(F)(F)F)C(F)F 2-(1-(1-cyclohexyl-3-(difluoromethyl)-1H-pyrazol-4-yl)-1H-1,2,3-triazol-4-yl)-6-(trifluoromethyl)pyridine